dibenzyl-1-(2,2,2-trifluoroethyl)pyrrolidin-3-amine C(C1=CC=CC=C1)C1(N(CCC1N)CC(F)(F)F)CC1=CC=CC=C1